4-((S)-5-(3,5-dichloro-4-fluorophenyl)-5-(trifluoromethyl)-4,5-dihydroisoxazol-3-yl)-N-((R)-2-ethyl-3-oxoisoxazolidin-4-yl)-2-methylbenzamide ClC=1C=C(C=C(C1F)Cl)[C@@]1(CC(=NO1)C1=CC(=C(C(=O)N[C@H]2C(N(OC2)CC)=O)C=C1)C)C(F)(F)F